ClC=1C=C(C=CC1F)NC(N([C@H](C)C1=CNC(C2=CC=C(C=C12)F)=O)CCS(=O)(=O)N)=O (R)-2-(3-(3-chloro-4-fluorophenyl)-1-(1-(6-fluoro-1-oxo-1,2-dihydroisoquinolin-4-yl)ethyl)ureido)ethane-1-sulfonamide